tert-butyl (e)-(2-(3-(3,5-dimethoxy-4-(prop-2-yn-1-yloxy)phenyl)acrylamido)ethyl)carbamate COC=1C=C(C=C(C1OCC#C)OC)/C=C/C(=O)NCCNC(OC(C)(C)C)=O